[Na].CC1=CC=C(C=C1)C1=CC=C(C=C1)C dimethylbiphenyl sodium